2-Amino-6-(5H-imidazo[5,1-a]isoindol-5-yl)-5,6,7,8-tetrahydrochinolin-5-ol NC1=NC=2CCC(C(C2C=C1)O)C1N2C(C3=CC=CC=C13)=CN=C2